CC1=NNC(=C1C=1C=CC(=NC1F)NC([C@H](C1CCC(CC1)C)NC(=O)C1=CC=NN1C(C=C)C=C)=O)C N-((1S)-2-((5-(3,5-dimethyl-1H-pyrazol-4-yl)-6-fluoropyridin-2-yl)amino)-1-(4-methylcyclohexyl)-2-oxoethyl)-1-(penta-1,4-dien-3-yl)-1H-pyrazole-5-carboxamide